1,2,3,4-cyclobutanetetracarboxylic acid-1,2:3,4-dianhydride C12C(C3C1C(=O)OC3=O)C(=O)OC2=O